1-(2-chlorophenyl)ethan-1-one ClC1=C(C=CC=C1)C(C)=O